CC1=CC=C(O1)SC 5-methyl-2-(methylthio)furan